(S)-N-((R)-1-(3-(Trifluoromethoxy)phenyl)-2-(trifluoromethoxy)ethyl)-3-hydroxy-4,4-dimethylpentanamid FC(OC=1C=C(C=CC1)[C@H](COC(F)(F)F)NC(C[C@@H](C(C)(C)C)O)=O)(F)F